5-(4-morpholinobutoxy)-2-(benzo[d][1,3]dioxol-5-yloxy)naphthalene-1,4-dione O1CCN(CC1)CCCCOC1=C2C(C=C(C(C2=CC=C1)=O)OC1=CC2=C(OCO2)C=C1)=O